C(C)(C)(C)OC(=O)N1CCN(CC1)C1=CC=C(C=C1)NC1=NC2=C(C=CC=C2C=N1)C1=CC(=CC=C1)F 4-(4-((8-(3-fluorophenyl)quinazolin-2-yl)amino)phenyl)piperazine-1-carboxylic acid tert-butyl ester